CN1N=CC(=N1)B(O)O (2-Methyl-2H-1,2,3-triazol-4-yl)boronic acid